(S)-3-((tert-butoxycarbonyl)amino)-3-(3-(trifluoromethoxy) phenyl)propyl methanesulfonate CS(=O)(=O)OCC[C@@H](C1=CC(=CC=C1)OC(F)(F)F)NC(=O)OC(C)(C)C